1-hydroxy-N-((5-(2-((5-(trifluoromethyl)oxazolo[4,5-b]pyridin-2-yl)thio)acetyl)thiophen-2-yl)methyl)cyclopropane-1-carboxamide OC1(CC1)C(=O)NCC=1SC(=CC1)C(CSC=1OC=2C(=NC(=CC2)C(F)(F)F)N1)=O